FC=1C=C(C=CC1F)[C@H]1[C@@H](CN(C1)CCOC)NC(=O)NC1=C(C(=NN1C1=CC=CC=C1)C1=CC=CC=C1)C 1-((3s,4r)-4-(3,4-difluorophenyl)-1-(2-methoxyethyl)pyrrolidin-3-yl)-3-(4-methyl-1,3-diphenyl-1H-pyrazol-5-yl)urea